4-[[(5R)-3-(3,5-difluorophenyl)-5-(1,1-difluoro-ethyl)-4H-isoxazole-5-carbonyl]amino]tetrahydrofuran-2-carboxylic acid isopropyl ester C(C)(C)OC(=O)C1OCC(C1)NC(=O)[C@]1(CC(=NO1)C1=CC(=CC(=C1)F)F)C(C)(F)F